C1(CC1)C1=CC(=NN1)NC1=NC(=NC=C1)N(C1CC2(CN(C2)C)C1)C N4-(5-cyclopropyl-1H-pyrazol-3-yl)-N2-methyl-N2-(2-methyl-2-azaspiro[3.3]heptan-6-yl)pyrimidine-2,4-diamine